1,2,5,6,7,8,12-heptabromo-N,N'-bis(undecyl)perylene-3,4,9,10-tetracarboxylic acid diimine BrC1=C(C(=C2C(=C(C(=C3C4=C(C(=C(C=5C(=CC(=C(C1=C23)C45)Br)C(=O)O)C(=O)O)Br)Br)Br)Br)C(O)=NCCCCCCCCCCC)C(O)=NCCCCCCCCCCC)Br